BrC1=CC(=C(C=C1)N1C=NC(=C1)C(F)(F)F)OC (4-bromo-2-methoxyphenyl)-4-(trifluoromethyl)-1H-imidazole